ClC1=CC(=C(C=C1)C1=CC(=C(C=C1)CC)C1=CC(OC(C1=O)(C)C)(C)C)F 4-(4'-Chloro-4-ethyl-2'-fluoro[1,1'-biphenyl]-3-yl)-5,6-dihydro-2,2,6,6-tetramethyl-5-oxo-2H-pyran